2-((3,5-dimethyl-4-(3-(4-methylpiperazin-1-yl)propoxy)phenyl)amino)-4-(3-phenylisoxazolidine-2-yl)pyrimidine-5-carbonitrile CC=1C=C(C=C(C1OCCCN1CCN(CC1)C)C)NC1=NC=C(C(=N1)N1OCCC1C1=CC=CC=C1)C#N